BrC1C(C(CN(C1)C(=O)OCCCC)(C)C)=O Butyl 5-bromo-3,3-dimethyl-4-oxopiperidine-1-carboxylate